FC=1C=CC(=NC1)N1C(N(C=C(C1=O)C(=O)NC1=CC=C(C=C1)OC1=CC=NC2=CN=C(C=C12)N1CCNCC1)C(C)C)=O 3-(5-fluoro-2-pyridyl)-1-isopropyl-2,4-dioxo-N-[4-[(6-piperazin-1-yl-1,7-naphthyridin-4-yl)oxy]phenyl]pyrimidine-5-carboxamide